CC1=NOC(=C1C=1C=C2C(=NC1)N(C(=C2C2=C(C=C(C(=O)O)C=C2)OC(F)(F)F)C)C2=NC=CC=C2)C 4-(5-(3,5-dimethylisoxazol-4-yl)-2-methyl-1-(pyridin-2-yl)-1H-pyrrolo[2,3-b]pyridin-3-yl)-3-(trifluoromethoxy)benzoic acid